1,3-dimethyl-aminoacetone CCC(=O)C(C)N